C(C)(C)N1N=NC2=C1C=CC(=C2)C2=NC(=NO2)C2=C(C=CC=C2)OC(F)(F)F 5-(1-isopropyl-1H-benzo[d][1,2,3]triazol-5-yl)-3-(2-(trifluoromethoxy)phenyl)-1,2,4-oxadiazole